(6-azaspiro[2.5]oct-6-yl)-3-bromo-4-methyl-quinoline C1CC12CCN(CC2)C2=NC1=CC=CC=C1C(=C2Br)C